OC(CCCCCCCCCCCCCCC(=O)O)CC=CCC=CCCCC 16-Hydroxy-hexacosa-18,21-dienoic acid